CC1=CC=C(C=C1)S(=O)(=O)O.C(CCC)C=1OC2=C(N1)C=CC(=C2)OC\C(\CN)=C\F (E)-2-(((2-butylbenzo[d]oxazol-6-yl)oxy)methyl)-3-fluoroprop-2-en-1-amine 4-methylbenzenesulfonate